4-(3-(pyridin-4-yl)phenyl)thiazol N1=CC=C(C=C1)C=1C=C(C=CC1)C=1N=CSC1